N-(3-(3-(9H-purin-6-yl)pyridin-2-ylamino)-4-methylphenyl)-2-((2R,4R)-2-(trifluoromethyl)piperidin-4-yl)acetamide N1=CN=C2NC=NC2=C1C=1C(=NC=CC1)NC=1C=C(C=CC1C)NC(C[C@H]1C[C@@H](NCC1)C(F)(F)F)=O